[2H]C=CC1=CC=CC=C1 deuterostyrene